rac-2-((1R,5R)-2,6-dioxabicyclo[3.2.1]octan-1-yl)-7-isopropoxyimidazo[1,2-a]pyrimidine-6-carboxylic acid [C@]12(OCC[C@@H](OC1)C2)C=2N=C1N(C=C(C(=N1)OC(C)C)C(=O)O)C2 |r|